CC1=C(C=C(C=C1)C)C=1C(NC2(C1OCCCCC(=O)NC1=C3C(N(C(C3=CC=C1)=O)C1C(NC(CC1)=O)=O)=O)CCC(CC2)OC)=O 5-{[3-(2,5-dimethylphenyl)-8-methoxy-2-oxo-1-azaspiro[4.5]dec-3-en-4-yl]oxy}-N-[2-(2,6-dioxopiperidin-3-yl)-1,3-dioxoisoindol-4-yl]pentanamide